COC(=O)C1(CC2=C(CN1C(=O)OC(C)(C)C)N=C(N2C)C(NC2=C(C(=CC=C2)Br)Cl)=O)C 2-(3-bromo-2-chlorophenyl-carbamoyl)-1,6-dimethyl-6,7-dihydro-1H-imidazo[4,5-c]pyridine-5,6(4H)-dicarboxylic acid 5-tert-butyl 6-methyl ester